acetenyl acrylate (aceanthrylenyl acrylate) C1(=CC2=CC=CC3=CC4=CC=CC=C4C1=C23)C(C(=O)O)=C.C(C=C)(=O)OC#C